((2R,3R,4S,5R)-3-(BENZOYLOXY)-5-(2,4-DICHLORO-7H-PYRROLO[2,3-D]PYRIMIDIN-7-YL)-4-FLUOROTETRAHYDROFURAN-2-YL)METHYL BENZOATE C(C1=CC=CC=C1)(=O)OC[C@H]1O[C@H]([C@H]([C@@H]1OC(C1=CC=CC=C1)=O)F)N1C=CC2=C1N=C(N=C2Cl)Cl